ClC1=C(CN(C=2C3=C(N=CN2)NC(=C3)C3=CC=C(C=C3)CN3CCOCC3)C)C(=CC=C1)Cl N-(2,6-Dichlorobenzyl)-N-methyl-6-(4-(morpholinomethyl)phenyl)-7H-pyrrolo[2,3-d]pyrimidin-4-amine